piperidine-1-carboxylate HCl Cl.N1(CCCCC1)C(=O)O